(S)-benzyl 5-((3-chloro-4-fluorophenyl) (methyl) carbamoyl)-2-oxoimidazolidine-1-carboxylate ClC=1C=C(C=CC1F)N(C(=O)[C@@H]1CNC(N1C(=O)OCC1=CC=CC=C1)=O)C